C(CCCCCCCC)[C@H]1[C@@H](C1)C(=O)O trans-(1r,2r)-2-nonylcyclopropanecarboxylic acid